PYRROLE-2-SULFONAMIDE N1C(=CC=C1)S(=O)(=O)N